C(C)(C)(C)OC(=O)N1CCC(=CC1)C1=CC=CC=2OCC(N(C21)C)C2=C(C=C(C=C2)Cl)F 4-(3-(4-chloro-2-fluorophenyl)-4-methyl-3,4-dihydro-2H-benzo[b][1,4]oxazin-5-yl)-3,6-dihydropyridine-1(2H)-carboxylic acid tert-butyl ester